5z,7e,9e,14z,17z-eicosapentaenoic acid CC/C=C\C/C=C\CCC/C=C/C=C/C=C\CCCC(=O)O